FC1(C(CN(CC1)C1=NC2=CC=C(C=C2C=C1C(=O)NC=1SC(=CC1)S(N)(=O)=O)F)C)F 2-(4,4-difluoro-3-methylpiperidin-1-yl)-6-fluoro-N-(5-sulfamoylthiophen-2-yl)quinoline-3-carboxamide